(3R,4R)-N-(2,6-difluoropyridin-3-yl)-1-methyl-2-oxo-4-(4-(trifluoromethyl)phenyl)pyrrolidine-3-carboxamide FC1=NC(=CC=C1NC(=O)[C@@H]1C(N(C[C@H]1C1=CC=C(C=C1)C(F)(F)F)C)=O)F